3-(6-chloropyridin-3-yl)-5-((R)-1-(3,5-dichloropyridin-4-yl)ethoxy)-6-methyl-1-(tetrahydro-2H-pyran-2-yl)-1H-indazole ClC1=CC=C(C=N1)C1=NN(C2=CC(=C(C=C12)O[C@H](C)C1=C(C=NC=C1Cl)Cl)C)C1OCCCC1